NC1=CC(=NC(=N1)C)N1CCN(CC1)CCO 2-(4-(6-amino-2-methylpyrimidin-4-yl)piperazin-1-yl)ethan-1-ol